C(C1=CC=CC=C1)OC\C(\C)=N\S(=O)C(C)(C)C (E)-N-(1-(benzyloxy)prop-2-ylidene)-2-methylpropan-2-sulfinamide